difluoromonochloroethane FC(C)(Cl)F